3,4-diisobutylpyrrole C(C(C)C)C1=CNC=C1CC(C)C